O=C1C=2NC=NC2NC(N1)=O DIOXO-1,2,3,6-TETRAHYDRO-7H-PURIN